Cl.C1NCC2=CC=CC=C12 2,3-dihydroisoindole Hydrochloride